N-(3-cyano-4-fluorophenyl)-3-(6-cyanopyridin-3-yl)-1-oxo-2-(2,2,2-trifluoroethyl)-1,2,3,4-tetrahydroisoquinoline-4-carboxamide C(#N)C=1C=C(C=CC1F)NC(=O)C1C(N(C(C2=CC=CC=C12)=O)CC(F)(F)F)C=1C=NC(=CC1)C#N